5-[2-fluoro-6-hydroxy-4-[[[3-(trifluoromethyl)-2-pyridinyl]amino]methyl]phenyl]-1,1-dioxo-1,2,5-thiadiazolidin-3-one FC1=C(C(=CC(=C1)CNC1=NC=CC=C1C(F)(F)F)O)N1CC(NS1(=O)=O)=O